2-Bromo-6-(4-(2,6-difluorophenyl)-4H-1,2,4-triazol-3-yl)pyridine tert-butyl-(4-methyl-3-(methylsulfonyl)phenyl)carbamate C(C)(C)(C)N(C(O)=O)C1=CC(=C(C=C1)C)S(=O)(=O)C.BrC1=NC(=CC=C1)C1=NN=CN1C1=C(C=CC=C1F)F